BrC1(C(C2=C(C=C(C=C2CC1)OC)Br)=O)F 2,8-dibromo-2-fluoro-6-methoxy-3,4-dihydronaphthalen-1(2H)-one